C(C)NC1CCN(CC1)C1=CC=C(C=2C1=NN(N2)C)C(=O)NC=2C=C(C=1N(C2)C=C(N1)C)F 7-[4-(ethylamino)piperidin-1-yl]-N-(8-fluoro-2-methyl-imidazo[1,2-a]pyridin-6-yl)-2-methyl-1,2,3-benzotriazole-4-carboxamide